C(C=C)(=O)OCCCC[SiH2]CI acryloxybutyl-iodomethylsilane